tert-butyl (1R,5S,6r)-6-{methyl[1-(trifluoromethyl)cyclopropyl] carbamoyl}-3-azabicyclo[3.1.0]hexane-3-carboxylate CN(C(=O)C1[C@H]2CN(C[C@@H]12)C(=O)OC(C)(C)C)C1(CC1)C(F)(F)F